P(=O)(OC(C(F)(F)F)(CC=C)CC=C)([O-])[O-] diallyl-2,2,2-trifluoroethyl phosphate